N1-(2-(6-azaspiro[2.5]octan-6-yl)phenyl)-N4,N4-dimethylbenzene-1,4-disulfonamide C1CC12CCN(CC2)C2=C(C=CC=C2)NS(=O)(=O)C2=CC=C(C=C2)S(=O)(=O)N(C)C